3,5-diamino-N-(4-aminophenyl)benzamide NC=1C=C(C(=O)NC2=CC=C(C=C2)N)C=C(C1)N